N1C=2C(=NC=C1)N=CC2C#N Pyrrolo[2,3-b]Pyrazine-7-carbonitrile